(2S,3R,4R,5S)-4-[[3-(3-methoxy-2-methyl-4-pyridinyl)-4,5-dimethyl-5-(trifluoromethyl)tetrahydrofuran-2-carbonyl]amino]pyridine-2-carboxamide COC=1C(=NC=CC1[C@@H]1[C@H](O[C@@]([C@@H]1C)(C(F)(F)F)C)C(=O)NC1=CC(=NC=C1)C(=O)N)C